O1[C@@H](C1)COS(=O)(=O)C1=CC(=CC=C1)[N+](=O)[O-] (S)-3-nitrobenzenesulfonic acid oxiran-2-ylmethyl ester